C(#N)C1(C[C@@H]2[C@@H](CN(C2)C(=O)OC(C)(C)C)C1)C (3aR,5r,6aS)-tert-butyl 5-cyano-5-methylhexahydrocyclopenta[c]pyrrole-2(1H)-carboxylate